FC1=CC=C(C(=O)C2=CNC=3N=C(N=C(C32)NC3CCC(CC3)NC(C(C)C)=O)NC3=CC=C(C=C3)N3CCN(CC3)C)C=C1 N-((1s,4s)-4-((5-(4-fluorobenzoyl)-2-((4-(4-methylpiperazin-1-yl)phenyl)amino)-7H-pyrrolo[2,3-d]pyrimidin-4-yl)amino)cyclohexyl)isobutyramide